[4-(2-Methoxy-4-{6-oxo-2H,4H,5H,6H,7H-pyrazolo[3,4-b]pyridin-4-yl}phenoxymethyl)-3-(trifluoromethyl)phenyl]acetic acid methyl ester COC(CC1=CC(=C(C=C1)COC1=C(C=C(C=C1)C1C=2C(NC(C1)=O)=NNC2)OC)C(F)(F)F)=O